5-bromo-3-methyl-1-(oxetan-3-yl)-1,3-dihydro-2H-imidazo[4,5-b]pyrazin-2-one BrC=1N=C2C(=NC1)N(C(N2C)=O)C2COC2